S1C2=C(C=C1)C(=CC=C2)N2CCN(CC2)CCCCOC2=CC=C1C(CC(N(C1=C2)COC(=O)N2CCCCC2)=O)(C)C Piperidine-1-carboxylic acid 7-[4-(4-benzo[b]thiophen-4-ylpiperazin-1-yl)butoxy]-4,4-dimethyl-2-oxo-3,4-dihydro-2H-quinolin-1-ylmethyl ester